tert-butyl 8-methyl-7-{7-[(3-methyl-4-nitrophenyl)amino]-1,2,3,4-tetrahydro-2,6-naphthyridin-2-yl}-1H,2H,3H-pyrido[2,3-b][1,4]oxazine-1-carboxylate CC1=C(C=NC=2OCCN(C21)C(=O)OC(C)(C)C)N2CC1=CC(=NC=C1CC2)NC2=CC(=C(C=C2)[N+](=O)[O-])C